8-chloro-2-((2-chlorophenyl)amino)-3-(3-methylbutanoyl)-5-nitroquinolin-4(1H)-one ClC=1C=CC(=C2C(C(=C(NC12)NC1=C(C=CC=C1)Cl)C(CC(C)C)=O)=O)[N+](=O)[O-]